(S)-4-ethyl-8-fluoro-4-hydroxy-11-(((R)-2-(hydroxymethyl)morpholino)methyl)-9-methyl-1,12-dihydro-14H-pyrano[3',4':6,7]indolizino[1,2-b]quinoline-3,14(4H)-dione C(C)[C@]1(C(OCC=2C(N3CC=4C(=NC=5C=C(C(=CC5C4CN4C[C@@H](OCC4)CO)C)F)C3=CC21)=O)=O)O